3-(6-ethyl-5-(1H-pyrazol-4-yl)pyridin-2-yl)-8-(2-methoxyacetyl)-1-(3-methoxybenzyl)-1,3,8-triazaspiro[4.5]decan-2-one C(C)C1=C(C=CC(=N1)N1C(N(C2(C1)CCN(CC2)C(COC)=O)CC2=CC(=CC=C2)OC)=O)C=2C=NNC2